2-(4-hydroxy-3-methoxy-phenyl)acetic acid propyl ester C(CC)OC(CC1=CC(=C(C=C1)O)OC)=O